sodium N-tert-butylacrylamide C(C)(C)(C)NC(C=C)=O.[Na]